FC1=CC=C(C=C1)C=1OC=CC1C(=O)NC1=CC(=C(C=C1)C)NC1=NC=CC=C1C1=C2N=CN(C2=NC=N1)C1OCCCC1 2-(4-fluorophenyl)-N-[4-methyl-3-[[3-(9-tetrahydropyran-2-ylpurin-6-yl)-2-pyridyl]amino]-phenyl]furan-3-carboxamide